4-{[7-(6-Amino-pyrimidin-4-ylamino)-3-methyl-3H-imidazo[4,5-b]pyridin-5-yl]-methyl-amino}-3-cyclopropyl-5-fluoro-benzonitrile NC1=CC(=NC=N1)NC1=C2C(=NC(=C1)N(C1=C(C=C(C#N)C=C1F)C1CC1)C)N(C=N2)C